3-oxo-2H,4H-benz[1,4]oxazin O=C1COC2=C(N1)C=CC=C2